6-bromomethyl-2,3-dihydro-1,4-benzodioxine BrCC1=CC2=C(OCCO2)C=C1